ClC1=C(C=CC=C1)C(C(C)C)OC=1C=NC(=NC1)C(=O)N[C@H](C)\C=C\S(=O)(=O)C 5-(1-(2-chlorophenyl)-2-methylpropoxy)-N-((R,E)-4-(methylsulfonyl)but-3-en-2-yl)pyrimidine-2-carboxamide